2-Chloro-N-[[6-[[2-[(3S)-5,5-dimethylpyrrolidin-3-yl]ethylamino]methyl]-2-pyridyl]sulfonyl]-6-[3-(2-dispiro[2.0.24.13]heptan-7-ylethoxy)pyrazol-1-yl]pyridine-3-carboxamide ClC1=NC(=CC=C1C(=O)NS(=O)(=O)C1=NC(=CC=C1)CNCC[C@@H]1CNC(C1)(C)C)N1N=C(C=C1)OCCC1C2(C13CC3)CC2